COC1=NC(=CC=C1C)C#C[Si](C)(C)C 2-methoxy-3-methyl-6-[2-(trimethylsilyl)ethynyl]pyridine